(bissulfo)diazomethane S(=O)(=O)(O)C(=[N+]=[N-])S(=O)(=O)O